2-(cyclopentyl-1,2,2,5,5-d5)-5-hydroxyisoindolin-1-one C1(C(CCC1([2H])[2H])([2H])[2H])([2H])N1C(C2=CC=C(C=C2C1)O)=O